FC1=C(C=CC(=C1)F)CN(C(=O)NCC1=CC=C(C=C1)OCC(C)C)C1CCNCC1 1-[(2,4-difluorophenyl)methyl]-3-{[4-(2-methylpropyloxy)phenyl]methyl}-1-(piperidin-4-yl)urea